1-(((5-amino-6-((2S,5R)-4-(bis(4-chlorophenyl)methyl)-2,5-dimethylpiperazin-1-yl)-2-chloropyrimidin-4-yl)amino)methyl)cyclopentan-1-ol NC=1C(=NC(=NC1N1[C@H](CN([C@@H](C1)C)C(C1=CC=C(C=C1)Cl)C1=CC=C(C=C1)Cl)C)Cl)NCC1(CCCC1)O